CN1N=C(C=C1C(=O)OC)C(C(F)(F)F)O methyl 1-methyl-3-(2,2,2-trifluoro-1-hydroxyethyl)-1H-pyrazole-5-carboxylate